spirobiinden-6,6'-diol C12(C=CC3=CC=C(C=C13)O)C=CC1=CC=C(C=C12)O